methyl 7-(1-hydroxyethyl)-2-methylpyrazolo[1,5-a]pyridine-5-carboxylate OC(C)C1=CC(=CC=2N1N=C(C2)C)C(=O)OC